O=C1NC(CCC1C=1C=CC(=NC1)OC1CCC(CC1)C=O)=O (1r,4r)-4-((5-(2,6-dioxopiperidin-3-yl)pyridin-2-yl)oxy)cyclohexane-1-carbaldehyde